(E)-3-((3-butyl-7-(ethylsulfanyl)-2-methyl-1,1-dioxido-5-phenyl-2,3,4,5-tetrahydro-1,2,5-benzothiadiazepin-8-yl)oxy)acrylic acid C(CCC)C1N(S(C2=C(N(C1)C1=CC=CC=C1)C=C(C(=C2)O/C=C/C(=O)O)SCC)(=O)=O)C